CC1=C(C=NC=C1)C=1C=C(C=CC1)O 3-(4-Methylpyridin-3-yl)phenol